N1(CCCC2=NC=CC=C12)C1=NNC2=NC(=CN=C21)N2CCC1(CC2)[C@H]([C@@H]2C[C@@H]2C1)NC(OC(C)(C)C)=O tert-butyl ((1R,2S,5R)-1'-(3-(3,4-dihydro-1,5-naphthyridin-1(2H)-yl)-1H-pyrazolo[3,4-b]pyrazin-6-yl)spiro[bicyclo[3.1.0]hexane-3,4'-piperidin]-2-yl)carbamate